3-(4-(trifluoromethyl)phenyl)(5-(1,2,4-oxadiazolyl)nicotinoyl)(1-piperazinyl)propan FC(C1=CC=C(C=C1)CCC(N1CCNCC1)C(C1=CN=CC(=C1)C1=NOC=N1)=O)(F)F